tert-butyl ((trans-3-hydroxycyclobutyl)methyl)carbamate O[C@@H]1C[C@H](C1)CNC(OC(C)(C)C)=O